C(OC1=CC=C(C=C1)[N+](=O)[O-])(O[C@H]1[C@@H](CCCCC1)SSC1=NC=CC=C1)=O |r| (4-nitrophenyl) [trans-{1RS,2RS}-2-(2-pyridyldisulfanyl)cycloheptyl] carbonate